Ethyl 2-(5-(2-hydroxypropan-2-yl)-8-oxothieno[2',3':4,5]pyrrolo[1,2-d][1,2,4]triazin-7(8H)-yl)acetate OC(C)(C)C1=NN(C(C=2N1C1=C(C2)SC=C1)=O)CC(=O)OCC